C(C)(C)(C)OC(=O)N[C@H](C(=O)OC(C)(C)C)CCNC(=O)OC1=C(C=C(C2=CC=CC=C12)NS(=O)(=O)C1=CC=C(C=C1)OC)C1=C(C=CC2=CC=CC=C12)O tert-butyl (2S)-2-((tert-butoxycarbonyl)amino)-4-((((2-hydroxy-4'-((4-methoxyphenyl)sulfonamido)-[1,2'-binaphthalen]-1'-yl) oxy)carbonyl)amino)butanoate